ClC1=CC=C(C=C1)C(N1C(NCC1)=O)[C@@H]1CC(NCC1)(C)C (4S)-N-((4-chlorophenyl)(2,2-dimethylpiperidin-4-yl)methyl)-2-oxoimidazolidine